BrC=1C=C(C=CC1)C=CC(=O)C1=CC=C(C=C1)OCC(=O)N1CCN(CC1)S(=O)(=O)C1=CC=C(C=C1)Cl 3-(3-bromophenyl)-1-(4-(2-(4-((4-chlorophenyl)sulfonyl)piperazin-1-yl)-2-oxoethoxy)phenyl)prop-2-en-1-one